ClC1=CC(=C(S1)C1=CC=C(C(=N1)C)O[C@@H]1C[C@H](CCC1)C(=O)OC)COC(NCCC1CC1)=O methyl (1S,3S)-3-((6-(5-chloro-3-((((2-cyclopropylethyl)carbamoyl)oxy)methyl)thiophen-2-yl)-2-methylpyridin-3-yl)oxy)cyclohexane-1-carboxylate